6-bromo-N-[5-(3,3-difluoropropyl)-4,6-dimethoxy-pyrimidin-2-yl]-1H-pyrrolo[2,3-b]pyridine-3-sulfonic acid amide BrC1=CC=C2C(=N1)NC=C2S(=O)(=O)NC2=NC(=C(C(=N2)OC)CCC(F)F)OC